The molecule is a hopanoid that is hopane substituted by an acetoxy group at position 3 and hydroxy groups at positions 15 and 22 (the 3beta,15alpha-stereoisomer). It has been isolated from Aschersonia species and Hypocrella species. It has a role as a fungal metabolite. It is a hopanoid, a diol, an acetate ester and a pentacyclic triterpenoid. CC(=O)O[C@H]1CC[C@@]2([C@H]3CC[C@@H]4[C@]5(CC[C@@H]([C@@H]5C[C@@H]([C@]4([C@@]3(CC[C@H]2C1(C)C)C)C)O)C(C)(C)O)C)C